COC(C1=C(C=C(C=C1F)OCC1CCOCC1)N)=O 2-amino-6-fluoro-4-(tetrahydropyran-4-ylmethoxy)benzoic acid methyl ester